5-fluoro-4-(3-morpholinophenyl)pyrimidin FC=1C(=NC=NC1)C1=CC(=CC=C1)N1CCOCC1